2-(2-Chloro-6-fluorophenyl)-N-[4-(6-chloropyridin-3-yl)-3-sulfamoylphenyl]acetamide ClC1=C(C(=CC=C1)F)CC(=O)NC1=CC(=C(C=C1)C=1C=NC(=CC1)Cl)S(N)(=O)=O